tertbutyl (2-(2-(2-aminoethoxy)ethoxy)ethyl)carbamate NCCOCCOCCNC(OC(C)(C)C)=O